N1C[C@H](CC1)CNC(OC(C)(C)C)=O (S)-tert-Butyl (pyrrolidin-3-ylmethyl)carbamate